2-methylprop-2-yl-4-(prop-2-ynyloxy)piperidin-1-carboxylate CC(C)(C)OC(=O)N1CCC(CC1)OCC#C